ketoacrylic acid O=C=CC(=O)O